CC1=CC=C(C=C1)S(=O)(=O)OC1CC2CC2C1 bicyclo[3.1.0]hexan-3-yl 4-methylbenzenesulfonate